2-methyl-3-[5-(2-methyl-1,3-dioxolan-2-yl)thiophen-2-yl]propanoate CC(C(=O)[O-])CC=1SC(=CC1)C1(OCCO1)C